FC1(CC1)C(=O)N1[C@H]2C[C@@H]([C@@H](C1)C2)O (1R,3R,4R,5S)-2-(1-fluorocyclopropane-1-carbonyl)-5-hydroxy-2-azabicyclo[2.2.1]heptan